5-(5-(1-amino-3-cyclopropyl-1-(pyridin-3-yl)propyl)-2-(fluorophenylcarbamoyl)-3-(trifluoromethyl)-1H-pyrazol-1-yl)benzylcarbamate NC(CCC1CC1)(C=1C=NC=CC1)C1=CC(N(N1C=1C=CC=C(CNC([O-])=O)C1)C(N(C1=CC=CC=C1)F)=O)C(F)(F)F